(2-morpholinoethyl)pyrrolidine-2,4-dicarboxamide O1CCN(CC1)CCN1C(CC(C1)C(=O)N)C(=O)N